C(CCCC)(=O)OC(C)C iso-propyl pentanoate